COC=1C=C(C=CC1)\C=C(\C(C1=CC=CC=C1)NS(=O)(=O)C1=C(C=C(C=C1C)C)C)/[Si](C)(C)C (Z)-N-(3-(3-methoxyphenyl)-1-phenyl-2-(trimethylsilyl)allyl)-2,4,6-trimethylbenzenesulfonamide